C(C)(C)C1=C(NC2=CC=C(C=C12)C1CCN(CC1)CC(N1NC(CC1)=O)=O)C=1C=C(C(N(C1)C)=O)C 5-(3-isopropyl-5-(1-(2-oxo-2-(3-oxopyrazolin-1-yl)ethyl)piperidin-4-yl)-1H-indol-2-yl)-1,3-dimethylpyridin-2(1H)-one